C(C)(=O)N1N=C(C=C1)C1=C(C(C2=CC(=CC=C12)CC(=O)OC=1C=C2C(C(=C(C2=CC1)C1=NN(C=C1)C(C)=O)Br)=O)=O)Br [1-(1-Acetylpyrazol-3-yl)-2-bromo-3-oxo-inden-5-yl] ([1-(1-acetylpyrazol-3-yl)-2-bromo-3-oxo-inden-5-yl] acetate)